2-((5-(5-(difluoromethyl)-1,3,4-oxadiazole-2-yl)pyridine-2-yl)methyl)-7-(2-fluorophenyl)-4,4-dimethylisoquinoline-1,3(2H,4H)-dione FC(C1=NN=C(O1)C=1C=CC(=NC1)CN1C(C2=CC(=CC=C2C(C1=O)(C)C)C1=C(C=CC=C1)F)=O)F